N,N'-diphenyl-N,N'-bis[N-phenyl-N-(2-naphthyl)-4'-aminobiphenyl-4-yl]-1,1'-biphenyl-4,4'-diamine C1(=CC=CC=C1)N(C1=CC=C(C=C1)C1=CC=C(C=C1)N(C1=CC=C(C=C1)C1=CC=C(C=C1)N(C1=CC=CC=C1)C1=CC2=CC=CC=C2C=C1)C1=CC=CC=C1)C1=CC=C(C=C1)C1=CC=C(C=C1)N(C1=CC2=CC=CC=C2C=C1)C1=CC=CC=C1